C(C)[C@]1(C(OCC=2C(N3CC=4C(=NC=5C=CC(=C(C5C4)CN4CCNCC4)O)C3=CC21)=O)=O)O (S)-4-ethyl-4,9-dihydroxy-10-(piperazin-1-ylmethyl)-1,12-dihydro-14H-pyrano[3',4':6,7]indolizino[1,2-b]quinoline-3,14(4H)dione